CS(=O)(=O)N[C@@H]1[C@@H](N(CC1)C=1SC(=CN1)C(=O)OC)CO[C@@H]1CC[C@@H](CC1)C1=CC=CC=C1 methyl 2-((2R,3S)-3-(methylsulfonamido)-2-((((CIS)-4-phenylcyclohexyl)oxy)methyl)pyrrolidin-1-yl)thiazole-5-carboxylate